N(=[N+]=[N-])CCOCCOCCOCCOCCOC1=CC=C(C2=C1N=CO2)C2=CC=C(C=C2)[C@H](CC(=O)O)NC(CNC(CCCNC2=NC=CC(=C2)C)=O)=O (S)-3-(4-(4-((14-azido-3,6,9,12-tetraoxatetradecyl)oxy)benzo[d]oxazol-7-yl)phenyl)-3-(2-(4-((4-methylpyridin-2-yl)amino)butanamido)acetamido)propanoic acid